(R)-3-(3-([1,2,4]triazolo[1,5-a]pyridin-6-yl)phenyl)isoxazolidine N=1C=NN2C1C=CC(=C2)C=2C=C(C=CC2)[C@@H]2NOCC2